NC1CN(CCC1)C1=C(C=C(C=C1)NC(=O)NCCC=1C=NC=CC1)C#CC1=CC=C(C(=O)NCCN2CCCCC2)C=C1 4-((2-(3-aminopiperidin-1-yl)-5-(3-(2-(pyridin-3-yl)ethyl)ureido)phenyl)ethynyl)-N-(2-(piperidin-1-yl)ethyl)benzamide